4-(2-((2-fluorophenyl)(phenyl)amino)-2-oxoethyl)-1-(6-methylindoline-1-carbonyl)piperidine-4-carboxylic acid FC1=C(C=CC=C1)N(C(CC1(CCN(CC1)C(=O)N1CCC2=CC=C(C=C12)C)C(=O)O)=O)C1=CC=CC=C1